dimethylbutoxy(4-vinylphenyl)silane C[Si](C1=CC=C(C=C1)C=C)(OCCCC)C